[Br-].C(C(=C)C)(=O)OCCCCCCCCCCCC[N+]1=CC=CC=C1 1-[12-(Methacryloyloxy)dodecyl]pyridinium bromide